methyl (S)-2-(chloromethyl)-4-methoxy-1-((oxetan-2-yl) methyl)-1H-benzo[d]imidazole-6-carboxylate ClCC1=NC2=C(N1C[C@H]1OCC1)C=C(C=C2OC)C(=O)OC